CN(S(=O)(=O)C1=CC(=CC=C1)C=1C=CC=C2C=NC(=NC12)NC=1C=CC2=C(CC[C@H](CC2)N2CCCC2)C1)C (S)-N,N-dimethyl-3-(2-((7-(pyrrolidin-1-yl)-6,7,8,9-tetrahydro-5H-benzo[7]annulen-2-yl)amino)quinazolin-8-yl)benzenesulfonamide